C[C@@H]1COCCN1C1=CC(=C2C(=N1)C(=NS2)C2=CC=NN2C2OCCCC2)C2(CCCCC2)O 1-(5-((R)-3-methylmorpholino)-3-(1-(tetrahydro-2H-pyran-2-yl)-1H-pyrazol-5-yl)isothiazolo[4,5-b]pyridin-7-yl)cyclohexan-1-ol